C1(CCCCC1)NC=1C2=C(N=CC1C#CCC1=CC=C(C=C1)C)NC=C2 N-cyclohexyl-5-(3-(p-tolyl)prop-1-yn-1-yl)-1H-pyrrolo[2,3-b]pyridin-4-amine